5-ethynyl-8-isopropyl-2-((4-(4-methylpiperazin-1-yl)phenyl)amino)pyrido[2,3-d]pyrimidin-7(8H)-one C(#C)C1=CC(N(C=2N=C(N=CC21)NC2=CC=C(C=C2)N2CCN(CC2)C)C(C)C)=O